3,10-di(naphthalen-2-yl)perylene C1=C(C=CC2=CC=CC=C12)C=1C=CC=2C=3C=CC(=C4C=CC=C(C5=CC=CC1C52)C43)C4=CC3=CC=CC=C3C=C4